NCC1(CCN(CC1)C1=NC=C(NC1=O)SC1=C2C(C(NC2=CC=C1)=O)(F)F)C 4-((5-(4-(Aminomethyl)-4-methylpiperidin-1-yl)-6-oxo-1,6-dihydropyrazin-2-yl)-thio)-3,3-difluoroindolin-2-on